C(C1=CC=CC=C1)OC=1C(=C(C=C(C1)C1=C(C=CC(=C1)C)S(=O)(=O)[O-])C1=C(C=CC(=C1)C)S(=O)(=O)[O-])C=O 5-(Benzyloxy)-4-formyl-1,3-phenylenedi(4-methylbenzenesulfonate)